ClC=1C=CC(=NC1)C(C(=O)OCC)C(C)=O ethyl 2-(5-chloropyridin-2-yl)-3-oxobutyrate